C(C)C1=NN(C2=C1C(NCC1(CCOCC1)C2)=O)CCCC2(CCC(CC2)O)C(=O)O 3-(3-Ethyl-4-oxo-spiro[6,8-dihydro-5H-pyrazolo[4,3-c]azepin-7,4'-tetrahydropyran]-1-yl)propyl-cis-4-hydroxycyclohexanecarboxylic acid